6-[4-[4-[6-[3-(dimethylcarbamoyl)-4-hydroxynaphthalen-1-yl]pyridin-3-yl]-3-fluorobenzoyl]piperazin-1-yl]pyridazine-3-carboxylic acid CN(C(=O)C=1C=C(C2=CC=CC=C2C1O)C1=CC=C(C=N1)C1=C(C=C(C(=O)N2CCN(CC2)C2=CC=C(N=N2)C(=O)O)C=C1)F)C